FC1=C(C(=C(C=C1OC)OC)F)[C@H]1CCC=2C(=NNC2C1)C1=C(C=NN1C)NC(=O)C1OC1 N-(5-((S)-6-(2,6-difluoro-3,5-dimethoxyphenyl)-4,5,6,7-tetrahydro-1H-indazol-3-yl)-1-methyl-1H-pyrazol-4-yl)oxirane-2-carboxamide